6-(4-Chlorophenyl)-N-(2-hydroxy-2-methylpropyl)-2-(thiophen-3-yl)pyrimidin ClC1=CC=C(C=C1)C1=CC=NC(N1CC(C)(C)O)C1=CSC=C1